CN(C)CC1=C(C=CC(=N1)NC(=O)C1CC1)S(=O)(=O)C N-(6-((dimethylamino)methyl)-5-(methylsulfonyl)pyridin-2-yl)cyclopropanecarboxamide